1-cyclohexyl-N2-methyl-1,2-propanediamine C1(CCCCC1)C(C(C)NC)N